C(C(C)C)OC1=NC=C(C=N1)C=1C=CC(N(N1)CC1=CN=C(S1)C)=O 6-(2-isobutoxypyrimidin-5-yl)-2-((2-methylthiazol-5-yl)methyl)pyridazin-3(2H)-one